3-(2-n-hexyloxy-4-diethylaminophenyl)-4-azaphthalide C(CCCCC)OC1=C(C=CC(=C1)N(CC)CC)C1OC(=O)C2=CC=CN=C12